COC1=C(C2=CC=CC(=C2C=C1)OC)CCNC1=CC(=NC=N1)C1=CC(=C(S1)C(=O)O)OCC 5-{6-[2-(2,5-Dimethoxy-naphthalen-1-yl)-ethylamino]-pyrimidin-4-yl}-3-ethoxy-thiophene-2-carboxylic acid